C1(CC1)C1=CC=2C(=C3N(CCN(C3)C(CCOCCC)=O)C2N=C1)C 1-(3-(3-cyclopropyl-5-methyl-8,9-dihydropyrido[3',2':4,5]pyrrolo[1,2-a]pyrazin-7(6H)-yl)-3-oxopropoxy)propan